NC=1N=C(C2=C(N1)C=CN2CC2=CC=C(C=C2)CNC(OC(C)(C)C)=O)NCCOCC tert-Butyl N-{[4-({2-amino-4-[(2-ethoxyethyl)amino]-5H-pyrrolo[3,2-d]pyrimidin-5-yl}methyl)phenyl]methyl}carbamate